6-((1-(4-(2-(2-aminopyridin-3-yl)-5-phenyl-3H-imidazo[4,5-b]pyridin-3-yl)benzyl)piperidin-4-yl)amino)pyrimidine-4-carbonitrile NC1=NC=CC=C1C1=NC=2C(=NC(=CC2)C2=CC=CC=C2)N1C1=CC=C(CN2CCC(CC2)NC2=CC(=NC=N2)C#N)C=C1